NC=1N(N=C2CN(CCC21)C(CC)=O)C(=O)C2CCNC1=CC=CC=C21 1-(3-amino-2-(1,2,3,4-tetrahydroquinoline-4-carbonyl)-4,5-dihydro-2H-pyrazolo[3,4-c]pyridin-6(7H)-yl)propan-1-one